O-(tert-butyldimethylsilyl)-N-(2-chloro-5-methoxypyrimidin-4-yl)-N-(4-(1-methyl-4-(trifluoromethyl)-1H-imidazol-2-yl)benzyl)hydroxylamine [Si](C)(C)(C(C)(C)C)ON(CC1=CC=C(C=C1)C=1N(C=C(N1)C(F)(F)F)C)C1=NC(=NC=C1OC)Cl